N1C=C(C2=CC=CC=C12)CCC=1OC(=C(N1)C)N1[C@@H](CCC1)C#N (S)-1-(2-(2-(1H-indol-3-yl)ethyl)-4-methyl-oxazol-5-yl)pyrrolidine-2-carbonitrile